NC=1C2=C(N=CN1)C(=CN2C2=CC=C(CNC(C1=C(C=CC(=C1)F)OC)=O)C=C2)C(C)C N-(4-(4-amino-7-isopropyl-5H-pyrrolo[3,2-d]pyrimidin-5-yl)benzyl)-5-fluoro-2-methoxybenzamide